NC1=C2C(=NC=N1)N(N=C2C2=NOC(=C2C2=NC=C(C=N2)C2CCN(CC2)C(=O)OC(C)(C)C)C2CC2)C(C(F)(F)F)C tert-butyl 4-[2-[3-[4-amino-1-(2,2,2-trifluoro-1-methyl-ethyl)pyrazolo[3,4-d]pyrimidin-3-yl]-5-cyclopropyl-isoxazol-4-yl]pyrimidin-5-yl]piperidine-1-carboxylate